C(C)(C)C1=CN=C2N1N=C(C=C2NC2CCNCC2)C 3-isopropyl-6-methyl-N-(piperidin-4-yl)imidazo[1,2-b]pyridazin-8-amine